C(C1=CC=CC=C1)OC(NC1=NC=C(C=C1)C=O)=O (5-FORMYL-PYRIDIN-2-YL)-CARBAMIC ACID BENZYL ESTER